C1(=CC=C(C=C1)S)C1=CC=C(C=C1)S 4,4'-Biphenyldithiol